5-(1-(3,5-Difluorophenyl)ethoxy)-3-(5-(1-Ethylpiperidin-4-yl)-1,4,5,6-Tetrahydropyrrolo[3,4-d]imidazol-2-yl)-1H-Indazol FC=1C=C(C=C(C1)F)C(C)OC=1C=C2C(=NNC2=CC1)C1=NC2=C(N1)CN(C2)C2CCN(CC2)CC